4-aminopyrrolotriazine NC=1N=NNC=2C1N=CC2